C[C@]1(CC[C@H]2[C@H]1C[C@H]3[C@@H](CC2=C)OC(=O)C3=C)O The molecule is a sesquiterpene lactone that is the C-8 epimer of inuviscolide. It has been isolated from the aerial parts of Inula hupehensis. It has a role as an anti-inflammatory agent and a plant metabolite. It is a gamma-lactone, an organic heterotricyclic compound, a sesquiterpene lactone and a tertiary alcohol.